CN(C=1C2=C(N=CN1)NC=C2)[C@H]2CNCC[C@H]2C N-methyl-N-[(3R,4R)-4-methyl-3-piperidyl]-7H-pyrrolo[2,3-d]pyrimidin-4-amine